3-(1H-pyrrole-1-yl)-5-((trimethylsilyl)ethynyl)pyridine N1(C=CC=C1)C=1C=NC=C(C1)C#C[Si](C)(C)C